C([C@@]1(C)CCCC(=C)C1\C=C\C(\C)=C\C=C\C(\C)=C\C=C\C=C(/C)\C=C\C=C(/C)\C=C\C1C(=C)CCCC1(C)C)O γ,γ-caroten-16-ol